4-(4-(2-carbamoylhydrazine-1-carbonyl)phenyl)piperazine-1-carboxylic acid C(N)(=O)NNC(=O)C1=CC=C(C=C1)N1CCN(CC1)C(=O)O